6-formamidoindole-2-carboxylic acid C(=O)NC1=CC=C2C=C(NC2=C1)C(=O)O